(2-(3,4-dimethoxyphenyl)-3-ethyl-1H-indol-5-yl)(4-(pyridin-2-yl)-1,4-diazacycloheptan-1-yl)methanone COC=1C=C(C=CC1OC)C=1NC2=CC=C(C=C2C1CC)C(=O)N1CCN(CCC1)C1=NC=CC=C1